C1=CCOC=2C1=C1N=C3C=CC=CC3=NC1=CC2 pyrano[3,2-a]phenazine